N=1C=CN2N=C(C=CC21)C2=CNC1=NC=C(C=C12)C(=O)N1CCN(CC1)C (3-(imidazo[1,2-b]pyridazin-6-yl)-1H-pyrrolo[2,3-b]pyridin-5-yl)(4-methylpiperazin-1-yl)methanone